2-(3-fluoro-4-methoxyphenyl)-1-(4-{[1,2,4]triazolo[4,3-b]pyridazin-6-yl}piperazin-1-yl)ethan-1-one FC=1C=C(C=CC1OC)CC(=O)N1CCN(CC1)C=1C=CC=2N(N1)C=NN2